C(#N)C1=C(C=CC(=C1)C(F)(F)F)N1CCC(CC1)(C(=O)N[C@H]1CN(CC1)C)C=1C=NC(=C(C1)F)C1=C(C=CC=C1)OC 1-[2-cyano-4-(trifluoromethyl)phenyl]-4-[5-fluoro-6-(2-methoxyphenyl)pyridin-3-yl]-N-[(3R)-1-methylpyrrolidin-3-yl]piperidine-4-carboxamide